rel-(R)-3-[4-(isopropylsulfonylimino)anilino]-5-(methylamino)-6-(3-methylimidazo[4,5-c]pyridin-7-yl)pyrazine-2-carboxamide C(C)(C)S(=O)(=O)N=C1CC=C(NC=2C(=NC(=C(N2)NC)C=2C3=C(C=NC2)N(C=N3)C)C(=O)N)C=C1